5-acetyl-2-(3,4-dichlorophenyl)-1-ethyl-6-methyl-4-oxo-pyridine-3-carboxylic acid methyl ester COC(=O)C1=C(N(C(=C(C1=O)C(C)=O)C)CC)C1=CC(=C(C=C1)Cl)Cl